C(C)(C)(C)C=1C=C(C=C(C1O)N1N=C2C(=N1)C=CC(=C2)Cl)CCC(=O)OCCCCCCCC octyl 3-[3-t-butyl-5-(5-chloro-2H-benzotriazole-2-yl)-4-hydroxyphenyl]propionate